ClC=1C=C(C=CC1Cl)S(=O)(=O)CC=1N=C2N(C=C(C=C2)C2=NOC(=N2)C(F)(F)F)C1 3-(2-(((3,4-dichlorophenyl)sulfonyl)methyl)imidazo[1,2-a]pyridin-6-yl)-5-(trifluoromethyl)-1,2,4-oxadiazole